C(C1=CC=CC=C1)N1CCC(CC1)CCNC(=O)N1[C@@H](CN(C[C@@H]1C)C1=C(C=C(C(=C1)F)F)F)C (2R,6S)-N-[2-(1-benzylpiperidin-4-yl)ethyl]-2,6-dimethyl-4-(2,4,5-trifluorophenyl)piperazine-1-carboxamide